N[C@@H]1C2=CC=CC=C2CC12CCN(CC2)C=2NC(C1=C(N2)NN=C1C1(CC1)C1=CC(=CC=C1)OC(F)F)=O (S)-6-(1-amino-1,3-dihydrospiro[indene-2,4'-piperidin]-1'-yl)-3-(1-(3-(difluoromethoxy)phenyl)cyclopropyl)-1,5-dihydro-4H-pyrazolo[3,4-d]pyrimidin-4-one